C(C)(C)(C)C1(SC(C(C1C)(C(=O)O)C)NC(C(CC)C1=CC(=CC(=C1)F)F)=O)C(=O)O 2-(tert-butyl)4-methyl-5-(2-(3,5-difluorophenyl)butyrylamino)-3-methylthiophene-2,4-dicarboxylic acid